5-Bromo-1-fluoro-3-methoxy-2-isopropenylbenzene BrC=1C=C(C(=C(C1)F)C(=C)C)OC